difluoro-4,7-di(thiophen-2-yl)benzo[c][1,2,5]thiadiazole FC=1C(=C(C=2C(=NSN2)C1C=1SC=CC1)C=1SC=CC1)F